C(CCC)C1=CC=C(C=C1)C1=CC=C(C(=O)Cl)C=C1 4-(4-butylphenyl)benzoyl chloride